C(C)(C)(C)OC(=O)NCCCCCC(=O)NC1CCN(CC1)C=1SC=C(N1)C(=O)N[C@@H](CO[Si](C)(C)C(C)(C)C)C(=O)O N-(2-(4-(6-((Tert-butoxycarbonyl)amino)hexanamido)piperidin-1-yl)thiazole-4-carbonyl)-O-(tert-butyldimethylsilyl)-L-serine